COC(C1=CC=C(C=C1)N1N=C(C=C1OC)C(F)(F)F)=O 4-(5-methoxy-3-(trifluoromethyl)-1H-pyrazol-1-yl)benzoic acid methyl ester